COC=1C=C(C=CC1C(=O)N1CCCCC1)C1=NC=2C=CNC(C2C(=C1)NC1=NC=C(C=C1)N1CCNCC1)=O 2-[3-methoxy-4-(piperidine-1-carbonyl)phenyl]-4-[(5-piperazin-1-yl-2-pyridyl)amino]-6H-1,6-naphthyridin-5-one